tert-Butyl N-[(3S,4S)-8-[5-bromo-3-(hydroxymethyl)-6-methyl-pyrazin-2-yl]-3-methyl-2-oxa-8-azaspiro[4.5]decan-4-yl]carbamate BrC=1N=C(C(=NC1C)N1CCC2([C@@H]([C@@H](OC2)C)NC(OC(C)(C)C)=O)CC1)CO